(R)-1-(benzo[d][1,3]dioxol-4-ylmethyl)-N-(4-cyclopropylphenyl)-4,4-difluoropiperidine-2-carboxamide O1COC2=C1C=CC=C2CN2[C@H](CC(CC2)(F)F)C(=O)NC2=CC=C(C=C2)C2CC2